1-Pentyl-2-propylpyridinium cyanid [C-]#N.C(CCCC)[N+]1=C(C=CC=C1)CCC